diphenylcyclodecane-7-ene-5,10-dicarboxylate C1(=CC=CC=C1)OC(=O)C1CCCCC(CC=CC1)C(=O)OC1=CC=CC=C1